4-chloro-3-formyl-2-hydroxybenzoic acid methyl ester COC(C1=C(C(=C(C=C1)Cl)C=O)O)=O